COC=1C(=C2C=CN(C2=C(C1)C)C(=O)OC(C)(C)C)C[C@@H]1[C@H](CN(CC1)CC(F)(F)F)C1=CC=C(C=C1)C(=O)OC tert-butyl 5-methoxy-4-(((3S,4S)-3-(4-(methoxycarbonyl)phenyl)-1-(2,2,2-trifluoroethyl)piperidin-4-yl)methyl)-7-methyl-1H-indole-1-carboxylate